7-((fluoromethyl)sulphonamido)-5-azaspiro[2.4]Heptane-5-carboxylic acid tert-butyl ester C(C)(C)(C)OC(=O)N1CC2(CC2)C(C1)NS(=O)(=O)CF